C(\C=C\C(=O)O)(=O)O.NC1=C(C(=O)NC23CCC(CC2)(CC3)O)C=C(C=N1)C1=CC=C(C=C1)[C@@]13CN(C[C@H]3C1)C1CCOCC1 2-amino-N-(4-hydroxybicyclo[2.2.2]octan-1-yl)-5-(4-((1R,5S)-3-(tetrahydro-2H-pyran-4-yl)-3-azabicyclo[3.1.0]hexan-1-yl)phenyl)-nicotinamide fumarate salt